NC1=NC2=C(C=CC=C2C(=N1)C(=O)NC1(CC1)C1=NC=CC=C1)OC 2-amino-8-methoxy-N-[1-(2-pyridyl)cyclopropyl]quinazoline-4-carboxamide